ClC=1C(=C(N)C=CC1)N1C(CCCC1)C 3-chloro-2-(2-methyl-1-piperidyl)aniline